[SiH3]N([SiH3])[SiH3] tris-silyl-amine